(S)-1-(4-bromo-3-fluorophenyl)-2,2,2-trifluoro-N-methylethan-1-amine BrC1=C(C=C(C=C1)[C@@H](C(F)(F)F)NC)F